ClC=1C=C(C=CC1)[C@@H](CN1C(=C(C(C=C1)=O)O)C)O (S)-1-(2-(3-chlorophenyl)-2-hydroxyethyl)-3-hydroxy-2-methylpyridin-4(1H)-one